BrC=1C(=C(C=CC1)SC)F (3-bromo-2-fluorophenyl)(methyl)sulfane